2,2-dihydroxymethyl-butanoic acid OCC(C(=O)O)(CC)CO